4-[4-[(3R,4S)-3-cyano-3-cyclopropyl-4-methyl-2-oxopyrrolidin-1-yl]pyrazolo[1,5-a]pyrazin-6-yl]pyridine-2-carbonitrile C(#N)[C@@]1(C(N(C[C@H]1C)C=1C=2N(C=C(N1)C1=CC(=NC=C1)C#N)N=CC2)=O)C2CC2